CC1=NN=C2N1N=C(C=C2)C=2C=C(N)C=CC2 3-(3-methyl-[1,2,4]triazolo[4,3-b]pyridazin-6-yl)aniline